[Cl-].ClC1[NH+](CCN1C)C 2-chloro-1,3-dimethyl-imidazolinium chloride